2,4,6-trimethylbenzoylphenylphosphonic acid, ethyl ester CC1=C(C(=O)C2=C(C=CC=C2)P(OCC)([O-])=O)C(=CC(=C1)C)C